((2R,3R,4S,5R)-5-(7-((1H-pyrazol-5-yl)methyl)-2-amino-8-oxo-7,8-dihydro-9H-purin-9-yl)-4-acetoxy-3-fluorotetrahydrofuran-2-yl)methyl acetate C(C)(=O)OC[C@H]1O[C@H]([C@@H]([C@@H]1F)OC(C)=O)N1C2=NC(=NC=C2N(C1=O)CC1=CC=NN1)N